COC1=CC=C(C=C1)C(C(C(=O)OCC)Br)NS(=O)(=O)C1=CC=C(C=C1)C ethyl 3-(4-methoxyphenyl)-3-(4-methylphenylsulfonylamino)-2-bromopropionate